3-isopropyl-1-methyl-1-(7-(6-(2-morpholinoethoxy)pyridin-3-yl)quinoxalin-2-yl)urea C(C)(C)NC(N(C1=NC2=CC(=CC=C2N=C1)C=1C=NC(=CC1)OCCN1CCOCC1)C)=O